C12CNCC(N1C1=CC=C(C=N1)C=1C=C(C=3N(C1)N=CC3C#N)OC)C2 6-(6-(3,6-diazabicyclo[3.1.1]heptan-6-yl)pyridin-3-yl)-4-methoxypyrazolo[1,5-a]pyridine-3-carbonitrile